ClC=1C=CC(=NC1)[C@@H]1OC2=C(C=CC=3CCN(C(C23)C)CC2=NC3=C(N2C[C@H]2OCC2)C=C(C=C3)C(=O)O)OC1 2-(((2S)-2-(5-chloropyridin-2-yl)-10-methyl-2,3,7,10-tetrahydro-[1,4]dioxino[2,3-H]isoquinolin-9(8H)-yl)methyl)-1-(((S)-oxetan-2-yl)methyl)-1H-benzo[d]imidazole-6-carboxylic acid